O=C1N(CCC(N1)=O)C=1C=C(OCC(=O)N2CCN(CC2)C2CCN(CC2)CC(=O)O)C=CC1C 2-[4-[4-[2-[3-(2,4-Dioxohexahydropyrimidin-1-yl)-4-methyl-phenoxy]acetyl]piperazin-1-yl]-1-piperidyl]acetic acid